(4-(4-amino-7-(2-hydroxyethyl)-7H-pyrrolo[2,3-d]pyrimidin-5-yl)-3-fluorophenyl)-2-oxo-1-phenyl-2,4,6,7-tetrahydro-1H-pyrazolo[5,1-c][1,4]oxazine-3-carboxamide NC=1C2=C(N=CN1)N(C=C2C2=C(C=C(C=C2)C2OCCN1C2=C(C(N1C1=CC=CC=C1)=O)C(=O)N)F)CCO